1-(3,5-dimethoxybenzoyl)-4-(2-methylphenyl)piperazine COC=1C=C(C(=O)N2CCN(CC2)C2=C(C=CC=C2)C)C=C(C1)OC